C(C)NC=1N=CC2=C(N1)NC=C2C2=CC=1N(C=C2)N=CC1C(=O)N[C@@H](C(F)(F)F)C (R)-5-(2-(ethylamino)-7H-pyrrolo[2,3-d]pyrimidin-5-yl)-N-(1,1,1-trifluoropropan-2-yl)pyrazolo[1,5-a]pyridine-3-carboxamide